Methyl (S)-4-(2-(4-(2-acetyl-5-chlorophenyl)-3-methoxy-6-oxopyridazin-1(6H)-yl)-N-methyl-3-phenylpropanamido)benzoate C(C)(=O)C1=C(C=C(C=C1)Cl)C=1C(=NN(C(C1)=O)[C@H](C(=O)N(C)C1=CC=C(C(=O)OC)C=C1)CC1=CC=CC=C1)OC